OC=1C=C2C(=CNC2=C(C1)F)CCNC(C)=O N-[2-(5-Hydroxy-7-Fluoro-1H-indol-3-yl)ethyl]acetamide